FC=1C=C(C=CC1F)[C@H]1[C@H](C1)NC=1C2=C(N=C(N1)SCCC)N(N=N2)[C@@H]2[C@H]([C@H](OC2)CO)O (2R,3R,4S)-4-(7-(((1S,2S)-2-(3,4-difluorophenyl)cyclopropyl)amino)-5-(propylthio)-3H-[1,2,3]triazolo[4,5-d]pyrimidin-3-yl)-2-(hydroxymethyl)tetrahydrofuran-3-ol